2-{3-[(2R,6S)-2,6-Dimethylmorpholin-4-carbonyl]-5,6-dihydrocyclopenta[c]pyrazol-1(4H)-yl}-1-[4-(2-fluoro-5-methylphenyl)piperidin-1-yl]ethan-1-on C[C@@H]1CN(C[C@@H](O1)C)C(=O)C=1C2=C(N(N1)CC(=O)N1CCC(CC1)C1=C(C=CC(=C1)C)F)CCC2